FC(OC1CCC(CC1)NC(CC1=CC=C(C=C1)NC(OCC1=CC=C(C=C1)Cl)=O)=O)F 4-chlorobenzyl (4-(2-((4-(difluoromethoxy)cyclohexyl)amino)-2-oxoethyl)phenyl)carbamate